N1=C(C=CC=C1)C1=CC(=NC=C1)N(C(=O)C1CCCCC1)CC1=CC=C(C=C1)C1=C(C=CC(=C1)OC)F N-([2,4'-Bipyridin]-2'-yl)-N-((2'-fluoro-5'-methoxy-[1,1'-biphenyl]-4-yl)methyl)cyclohexanecarboxamide